Aluminium Germanium [Ge].[Al]